(R)-5-(2-chloro-5-(1-hydroxyethyl)pyridin-3-yl)-2-(4-fluoro-3-methoxybenzyl)-7-((2-(methylamino)-1H-imidazol-1-yl)methyl)-3,4-dihydroisoquinolin-1(2H)-one ClC1=NC=C(C=C1C1=C2CCN(C(C2=CC(=C1)CN1C(=NC=C1)NC)=O)CC1=CC(=C(C=C1)F)OC)[C@@H](C)O